(2s,5r)-5-hydroxypiperidine-2-carboxylic acid [8-(1-octylnonyloxy)-8-oxo-octyl] ester C(CCCCCCC)C(CCCCCCCC)OC(CCCCCCCOC(=O)[C@H]1NC[C@@H](CC1)O)=O